ClC1=C(C(=O)O)C=CC(=C1)OC1=CC=CC=2C(=COC21)C 2-chloro-4-((3-methylbenzofuran-7-yl)oxy)benzoic acid